N-[5-(2,6-dichlorophenyl)-1-trityl-1H-indazol-3-yl]-1-methylpiperidine-4-carboxamide ClC1=C(C(=CC=C1)Cl)C=1C=C2C(=NN(C2=CC1)C(C1=CC=CC=C1)(C1=CC=CC=C1)C1=CC=CC=C1)NC(=O)C1CCN(CC1)C